N=1N=NC=2C1CC(=CC2)C(=O)[O-] benzo[d][1,2,3]triazole-6-carboxylate